ClC1=NC=2N(C(=C1)N1CCC(CC1)(C(=O)N)C)N=C(C2C2=CC=C(C=C2)Cl)C=2C=NC(=CC2)C#N 1-[5-chloro-3-(4-chlorophenyl)-2-(6-cyano-3-pyridinyl)pyrazolo[1,5-a]pyrimidin-7-yl]-4-methyl-piperidine-4-carboxamide